FC1=CC(=C(OC=2N=NC(=C(C2C(=O)NC2=CC(=CC=C2)S(=O)(=O)C)C)C#CC)C=C1)C 3-(4-fluoro-2-methylphenoxy)-5-methyl-N-(3-(S-methylsulfonyl)phenyl)-6-(prop-1-yn-1-yl)pyridazine-4-carboxamide